N-(4-methyl-5-oxo-4,5,6,7,8,9-hexahydropyrazolo[1,5-a][1,3]diazocine-6-yl)-5-(1-phenylethyl)-4H-1,2,4-triazole-3-carboxamide CN1C=2N(CCCC(C1=O)NC(=O)C1=NN=C(N1)C(C)C1=CC=CC=C1)N=CC2